FC=1C=C(C=C(C1)C(C)(C)OC)C=1C(=NC(=NC1C(F)(F)F)N1C=NC=C1)C(=O)N (3-fluoro-5-(2-methoxyprop-2-yl)phenyl)-2-(1H-imidazol-1-yl)-6-(trifluoromethyl)Pyrimidine-4-carboxamide